[3-[1-(2,6-dioxo-3-piperidinyl)-3-methyl-2-oxo-benzoimidazol-4-yl]prop-2-ynyl]-3-oxa-7,9-diazabicyclo[3.3.1]nonane-7-carboxylic acid tert-butyl ester C(C)(C)(C)OC(=O)N1CC2COCC(C1)(N2)CC#CC2=CC=CC=1N(C(N(C12)C)=O)C1C(NC(CC1)=O)=O